2,2-bis(3-methyl-4-hydroxynaphthyl)propane CC=1C=C(C2=CC=CC=C2C1O)C(C)(C)C1=CC(=C(C2=CC=CC=C12)O)C